7-bromoquinazoline-2,4(1H,3H)-dione BrC1=CC=C2C(NC(NC2=C1)=O)=O